N-(2,2-dimethoxyethyl)aniline COC(CNC1=CC=CC=C1)OC